(S)-(2-chloro-6-iodophenyl)(3-(3,5-difluorophenyl)-2,7-dimethyl-2,4,5,7-tetrahydro-6H-pyrazolo[3,4-C]pyridin-6-yl)methanone ClC1=C(C(=CC=C1)I)C(=O)N1[C@H](C=2C(CC1)=C(N(N2)C)C2=CC(=CC(=C2)F)F)C